ClC1=C(C(=NC2=C(C=CC=C12)OC)N1CC2(CN(C2)C(=O)OC(C)(C)C)CC1)C#N tert-butyl 6-(4-chloro-3-cyano-8-methoxyquinolin-2-yl)-2,6-diazaspiro[3.4]octane-2-carboxylate